methoxydimethylhydroxylamine COON(C)C